hexafluoropentanedioic acid anion FC(C(C(C(=O)[O-])(F)F)(F)F)(C(=O)[O-])F